N'-acetyl-4-amino-N-[[4-cyano-2-(trifluoromethyl)phenyl]methyl]-N',1-dimethyl-pyrazolo[4,3-c]quinoline-8-carbohydrazide C(C)(=O)N(N(C(=O)C1=CC=2C3=C(C(=NC2C=C1)N)C=NN3C)CC3=C(C=C(C=C3)C#N)C(F)(F)F)C